[I-].C(CCCCC)OC=1C(=NSN1)C1=CCC[N+](C1)(C)C(CCCCC)OC(=O)OC(C)C 5-(4-(hexyloxy)-1,2,5-thiadiazol-3-yl)-1-(1-((isopropoxycarbonyl)oxy)hexyl)-1-methyl-1,2,3,6-tetrahydropyridin-1-ium iodide